C(C1=CC=CC=C1)N1C=C(C=CC1=O)OC1=C(C=C(C=C1C)NN=C(C(=O)NC([O-])=O)C#N)C (2-(2-(4-((1-benzyl-6-oxo-1,6-dihydropyridin-3-yl)oxy)-3,5-dimethylphenyl)hydrazono)-2-cyanoacetyl)carbamate